C(C)(C)(C)C=1C=C(C=C(C1)N1N=C(C=C1C)C)[C@H](CC(=O)OC)CN1CC2(C1)CN(C2)CC=2C=CC=1OCCNC1N2 methyl (S)-3-(3-(tert-butyl)-5-(3,5-dimethyl-1H-pyrazol-1-yl)phenyl)-4-(6-((3,4-dihydro-2H-pyrido[3,2-b][1,4]oxazin-6-yl)methyl)-2,6-diazaspiro[3.3]heptane-2-yl)butanoate